tert-butyl (S)-2-((((9H-fluoren-9-yl) methoxy) carbonyl) amino)-4-(ethylsulfanyl)-4-oxobutanoate C1=CC=CC=2C3=CC=CC=C3C(C12)COC(=O)N[C@H](C(=O)OC(C)(C)C)CC(=O)SCC